methyl 2-bromo-5-(1,1,2,2,2-pentafluoroethyl)thiophene-3-carboxylate BrC=1SC(=CC1C(=O)OC)C(C(F)(F)F)(F)F